N-acetyl-N'-salicyloyl-hydrazine C(C)(=O)NNC(C=1C(O)=CC=CC1)=O